N-methyl-2-fluoroaniline CNC1=C(C=CC=C1)F